(2S,4R)-2-((6-bromopyrazin-2-yl)carbamoyl)-4-fluoro-4-methylpyrrolidine-1-carboxylic acid tert-butyl ester C(C)(C)(C)OC(=O)N1[C@@H](C[C@@](C1)(C)F)C(NC1=NC(=CN=C1)Br)=O